C(C(=C)C)(=O)O.COC(CO)O methoxyethylene glycol monomethacrylate